FC1(CCCCC2=C1N=C(N=C2O)SC)F 9,9-Difluoro-2-(methylsulfanyl)-6,7,8,9-tetrahydro-5H-cyclohepta[d]pyrimidin-4-ol